CC1(OB(OC1(C)C)\C=C/C)C 4,4,5,5-tetramethyl-2-[(Z)-prop-1-enyl]-1,3,2-dioxaborolane